tert-Butyl 4-((2-(2-(2-bromobenzamido)phenyl)benzofuran-6-yl)methyl)piperazine-1-carboxylate BrC1=C(C(=O)NC2=C(C=CC=C2)C=2OC3=C(C2)C=CC(=C3)CN3CCN(CC3)C(=O)OC(C)(C)C)C=CC=C1